C(CCCCCCCC)(=O)N[C@@H](C)C(=O)O N-pelargonoyl-alanine